3-(2-(2-fluoro-5-((1r,3r)-3-methoxycyclobutoxy)phenyl)-1,2,3,4-tetrahydroisoquinolin-6-yl)propanoic acid FC1=C(C=C(C=C1)OC1CC(C1)OC)N1CC2=CC=C(C=C2CC1)CCC(=O)O